(R)-3-fluoro-5-(((1-(octadecyloxy)-3-((triisopropylsilyl)oxy)propan-2-yl)oxy)methyl)benzonitrile Sodium hydride [H-].[Na+].FC=1C=C(C#N)C=C(C1)CO[C@H](COCCCCCCCCCCCCCCCCCC)CO[Si](C(C)C)(C(C)C)C(C)C